10-[3-(6-amino-5-[2-[(2S)-1-(prop-2-enoyl)pyrrolidin-2-yl]ethenyl]pyrimidin-4-yl)-2-methylphenyl]-4,4-dimethyl-1,10-diazatricyclo[6.4.0.0^[2,6]]dodeca-2(6),7-dien-9-one NC1=C(C(=NC=N1)C=1C(=C(C=CC1)N1C(C2=CC=3CC(CC3N2CC1)(C)C)=O)C)C=C[C@H]1N(CCC1)C(C=C)=O